((2R,6S)-2,6-Dimethylmorpholino)(5-(2,4,5-trifluoro-3-hydroxyphenyl)isothiazol-3-yl)methanone C[C@H]1O[C@H](CN(C1)C(=O)C1=NSC(=C1)C1=C(C(=C(C(=C1)F)F)O)F)C